C(C=C)OCCOC1=CC=CC=C1 (2-(allyloxy)ethoxy)benzene